FC1(CN(CC1)[C@H]1[C@@H](COC2=C1C=CC=C2)NC([C@@H](C)C2=CC=C(C=C2)F)=O)F (2S)-N-[(trans)-4-(3,3-difluoropyrrolidin-1-yl)-3,4-dihydro-2H-1-benzopyran-3-yl]-2-(4-fluorophenyl)propanamide